ethyl 6-[4-fluoro-4-[5-fluoro-3-(1-methylpyrazol-4-yl)-2-pyridyl]-1-piperidyl]-2-azaspiro[3.4]octane-2-carboxylate FC1(CCN(CC1)C1CC2(CN(C2)C(=O)OCC)CC1)C1=NC=C(C=C1C=1C=NN(C1)C)F